ClC1=C(C(=O)N(CC=2OC=CC2)CC2=C(C=CC(=C2)N2CCCC2)N(S(=O)(=O)C=2C=CC3=C(C(=C(O3)C(=O)OCC)C)C2)CC)C=CC=C1 ethyl 5-(N-(2-((2-chloro-N-(furan-2-ylmethyl) benzamido) methyl)-4-(pyrrolidin-1-yl) phenyl)-N-ethylsulfamoyl)-3-methylbenzofuran-2-carboxylate